5-chloro-1,2,4-thiadiazole ClC1=NC=NS1